isopropyl 3-(5-(3-fluoro-5-(imidazo[1,2-a]pyridine-3-carboxamido)-4-methylphenyl)-1,2,4-oxadiazol-3-yl)azetidine-1-carboxylate FC=1C=C(C=C(C1C)NC(=O)C1=CN=C2N1C=CC=C2)C2=NC(=NO2)C2CN(C2)C(=O)OC(C)C